NC=1SC2=C(N1)C(=CC1=C2OCCO1)C(O)C1(CCCCC1)C (2-amino-7,8-dihydro-[1,4]dioxino[2',3':3,4]benzo[1,2-d]thiazol-4-yl)(1-methylcyclohexyl)methanol